C(C(C([2H])([2H])[2H])(C([2H])([2H])[2H])OC1=CC=C(C=C1)CN)([2H])([2H])[2H] (4-{[2-(2H3)methyl-(2H6)propan-2-yl]oxy}phenyl)methan-amine